C1(=CC=CC=C1)S(=O)(=O)O.C1(=CC=CC=C1)S(=O)(=O)O benzenesulfonic acid benzenesulfonate